CN(C=1C=C(C=CC1)C(C)O)C 1-(3-Dimethylaminophenyl)ethanol